ClC1=CC2=C(CC(C[C@@H]3N2C[C@H]3N3CCN(CC3)C(=O)OCC3=CC=CC=C3)(F)F)C(=N1)C(F)F Benzyl 4-((7aS,8R)-2-chloro-4-(difluoromethyl)-6,6-difluoro-5,6,7,7a,8,9-hexahydroazeto[1,2-a]pyrido[3,4-f]azepin-8-yl)piperazine-1-carboxylate